P(=O)(OC1=C(C(=C(C(=C1C)C1=CC=CC=C1)C1=CC=C(C=C1)C)C1=CC=CC=C1)C)([O-])[O-] cresyldiphenyl-2,6-dimethylphenyl phosphate